(R)-1-(4-(2-(4-((S)-2-acetoxy-3-(1H-imidazol-1-yl)propoxy)-3-chlorophenyl)propan-2-yl)-2-chlorophenoxy)-3-chloropropan-2-yl acetate C(C)(=O)O[C@H](COC1=C(C=C(C=C1)C(C)(C)C1=CC(=C(C=C1)OC[C@H](CN1C=NC=C1)OC(C)=O)Cl)Cl)CCl